OCC=1C=C(C=C(C1C(=O)OC)OC)N1CCN(CC1)C(=O)OC(C)(C)C tert-Butyl 4-(3-(hydroxymethyl)-5-methoxy-4-(methoxycarbonyl)phenyl)piperazine-1-carboxylate